5-(((1-acetylpiperidin-4-yl)amino)methyl)-N-(2-chloro-3-(3-chloro-2-(3-methoxy-4-((((5-oxopyrrolidin-2-yl)methyl)amino)methyl)phenyl)pyridin-4-yl)phenyl)picolinamide C(C)(=O)N1CCC(CC1)NCC=1C=CC(=NC1)C(=O)NC1=C(C(=CC=C1)C1=C(C(=NC=C1)C1=CC(=C(C=C1)CNCC1NC(CC1)=O)OC)Cl)Cl